N1C(=CC=C1)N Azole-2-amine